NC1=NC2=CC(=CC=C2C(=N1)N[C@@H](CNC(C)=O)CCCC)F (R)-N-(2-((2-amino-7-fluoroquinazolin-4-yl)amino)hexyl)acetamide